FC=1C(=NC=CC1)C=1OC(=NN1)N1[C@@H](C2=C(CC1)NC=N2)C2=NN1C(C(=CC=C1)C(C)C)=C2 (S)-2-(3-fluoropyridin-2-yl)-5-(4-(4-isopropylpyrazolo[1,5-a]pyridin-2-yl)-1,4,6,7-tetrahydro-5H-imidazo[4,5-c]pyridin-5-yl)-1,3,4-oxadiazole